(bromomethyl)-5-chlorobenzonitrile BrCC1=C(C#N)C=C(C=C1)Cl